OC=1C=C2C(=CNC2=C(C1)OC)CCNC(C)=O N-[2-(5-Hydroxy-7-Methoxy-1H-indol-3-yl)ethyl]acetamide